NC=1C2=C(N=CN1)C(=NC(=C2)C(C)C)C=2C(=C(C=CC2C)O)C 3-(4-amino-6-isopropylpyrido[3,4-d]pyrimidin-8-yl)-2,4-dimethylphenol